[NH4+].[NH4+].N1N=NN=C1.N1N=NN=C1 di-1H-tetrazole diammonium salt